tert-butyl (2-(4,4-difluorocyclohex-1-en-1-yl)-4-(2,5-difluorophenyl)pyridin-3-yl)carbamate FC1(CC=C(CC1)C1=NC=CC(=C1NC(OC(C)(C)C)=O)C1=C(C=CC(=C1)F)F)F